N-(2-chloro-3-(7-chloro-2,4-dioxo-1,2-Dihydropteridin-3(4H)-yl)phenyl)-1-methyl-1H-pyrazole-4-carboxamide ClC1=C(C=CC=C1N1C(NC2=NC(=CN=C2C1=O)Cl)=O)NC(=O)C=1C=NN(C1)C